9-dodecyl-1,3,6,8-tetra(pyridin-2-yl)-9H-carbazole C(CCCCCCCCCCC)N1C2=C(C=C(C=C2C=2C=C(C=C(C12)C1=NC=CC=C1)C1=NC=CC=C1)C1=NC=CC=C1)C1=NC=CC=C1